C1(CCCCC1)C1NC(CCC1)C1CCCCC1 2,6-dicyclohexylpiperidine